Ethyl 2-fluoro-4-methoxythieno[3,2-E]benzofuran-7-carboxylate FC=1OC2=C(C1)C1=C(C=C2OC)SC(=C1)C(=O)OCC